C(C1=CC=CC=C1)OC(=O)NC(C(=O)OC(C)(C)C)CCC1=CC(=C(C=C1)C(F)(F)F)Cl tert-Butyl 2-(((benzyloxy)carbonyl) amino)-4-(3-chloro-4-(trifluoromethyl) phenyl)butanoate